C(#N)N1C[C@@H]2N(CC[C@@H]2C1)N1C=NC2=C1C=C(C=C2)C#N ((3aR,6aR)-5-Cyanohexahydropyrrolo[3,4-b]pyrrol-1(2H)-yl)-1H-benzo[d]imidazole-6-carbonitrile